N-{3-[2,4-bis(benzyloxy)-3-fluorophenyl]oxetan-3-yl}-2-methylpropane-2-sulfinamide C(C1=CC=CC=C1)OC1=C(C=CC(=C1F)OCC1=CC=CC=C1)C1(COC1)NS(=O)C(C)(C)C